(E)-1-(2-Decoxy-6-hydroxyphenyl)-3-[4-(methoxymethoxy)phenyl]prop-2-en-1-one C(CCCCCCCCC)OC1=C(C(=CC=C1)O)C(\C=C\C1=CC=C(C=C1)OCOC)=O